(3S,4S)-3,4-dimethoxypyrrolidin CO[C@H]1CNC[C@@H]1OC